NC1OCCCC1N 2,3-diamino-tetrahydropyran